C(C)P([O-])(=O)C.[Ca+2].C(C)P([O-])(=O)C calcium ethyl-methylphosphinate